pyrido[1,2-a][1,4]diazocine-9-carboxamide C1=C2N(CC=CC=N1)C=C(C=C2)C(=O)N